FC1=C(C#N)C=CC(=C1)CN1CC2(CCC1)CCN(CC2)S(=O)(=O)C=2C=NC(=CC2)N2C(OCC2)=O 2-Fluoro-4-((9-((6-(2-oxooxazolidin-3-yl)pyridin-3-yl)sulfonyl)-2,9-diazaspiro[5.5]undecan-2-yl)methyl)benzonitrile